N-(3-((7H-pyrido[4',3':4,5]pyrrolo[2,3-c][1,7]naphthyridin-6-yl)amino)phenyl)acetamide C1=C2C3=C(C(=NC2=CN=C1)NC=1C=C(C=CC1)NC(C)=O)NC1=C3C=CN=C1